CC1CCCC2C(CCCC12)C 1,5-dimethyl-decalin